N'-(2-ethyl-4-hydroxy-phenyl)-4-((5-hydroxy-2-adamantyl)amino)pyrrolo[1,2-b]-pyridazine-3-carboxamidine C(C)C1=C(C=CC(=C1)O)N=C(N)C1=C(C=2N(N=C1)C=CC2)NC2C1CC3CC(CC2C3)(C1)O